methyl 5-chloro-4-(((5-(cyclopentyloxy)pyridin-2-yl)oxy)methyl)-2-fluorobenzoate ClC=1C(=CC(=C(C(=O)OC)C1)F)COC1=NC=C(C=C1)OC1CCCC1